FC(C1=C(CN2N=CC(=C2)C#CC=2SC(=NN2)C2=NC=CC=C2)C=CC(=C1)C(F)(F)F)(F)F ((1-(2,4-bis(trifluoromethyl)benzyl)-1H-pyrazol-4-yl)ethynyl)-5-(pyridin-2-yl)-1,3,4-thiadiazole